C(#C)C1=CC(=C2C=CC3=C(C=C(C4=CC=C1C2=C34)C#C)C#C)C#C 1,3,6,8-tetra(ethynyl)pyrene